COC1=C(C=CC=C1)N1C(=NC=C(C1=O)C(=O)[O-])C1=CC=CC=C1 1,6-dihydro-1-(2-methoxyphenyl)-6-oxo-2-phenyl-5-pyrimidine-carboxylate